C1(CC1)C=1C(=CC(N2C(=C(SC12)C1=CSC=C1)C(=O)O)=O)CC1=CC=CC2=CC=CC=C12 5-cyclopropyl-4-[(1-naphthyl)methyl]-2-oxo-8-(3-thienyl)-7-thia-1-azabicyclo[4.3.0]non-3,5,8-triene-9-carboxylic acid